C(C)(C)(C)OC(=O)N[C@H](CC1=C(C2=C(N=C(N=C2N(C(OC(C)(C)C)=O)CC=2OC=CC2)Cl)N1C)F)COC tert-butyl (R)-(6-(2-((tert-butoxycarbonyl)amino)-3-methoxypropyl)-2-chloro-5-fluoro-7-methyl-7H-pyrrolo[2,3-d]pyrimidin-4-yl)(furan-2-ylmethyl)carbamate